[Si](C)(C)(C(C)(C)C)OC1CCC(CC12CCCCC2)C2=NN(C=C2CN(CCN(C(OC(C)(C)C)=O)C)C)C2OCCCC2 tert-Butyl N-(2-{[(3-{5-[(tert-butyldimethylsilyl)oxy]spiro[5.5]undecan-2-yl}-1-(oxan-2-yl)-1H-pyrazol-4-yl)methyl](methyl)amino}ethyl)-N-methylcarbamate